6-bromobenzofuran-7-thiol BrC1=C(C2=C(C=CO2)C=C1)S